S1C(=CC=C1)C1=CC=2NC3=CC(=CC=C3C2C=C1)C=1SC=CC1 2,7-di-thien-2-yl-carbazole